5-bromo-1-(hydroxymethyl)-2-methyl-2,3-dihydro-1H-inden-1-ol BrC=1C=C2CC(C(C2=CC1)(O)CO)C